2,8,8,11-tetramethyl-5-pentyl-8a,9,10,12a-tetrahydro-4H,8H-benzo[c][1,3]dioxino[4,5-f]chromen-4-one CC1OC(C=2C(=C3C4C(C(OC3=CC2CCCCC)(C)C)CCC(=C4)C)O1)=O